1-[3-(1-Hydroxyethyl)-6-[5-[(6-methylpyridazin-3-yl)amino]benzimidazol-1-yl]-2-pyridyl]triazole-4-carbonitrile OC(C)C=1C(=NC(=CC1)N1C=NC2=C1C=CC(=C2)NC=2N=NC(=CC2)C)N2N=NC(=C2)C#N